3,3-Difluoro-N-(5-(4-oxo-3-propyl-3,4-dihydro-quinazolin-6-yl)pyridin-2-yl)pentanoamide FC(CC(=O)NC1=NC=C(C=C1)C=1C=C2C(N(C=NC2=CC1)CCC)=O)(CC)F